C(#N)C1=CC=C(C=C1)N1N=NC(=C1)CN1C(O[C@]2(C1)C[C@H](CCC2)CN2C=NC1=C2C=C(C=C1)C#N)=O 1-[((5s,7s)-3-{[1-(4-cyanophenyl)-1H-1,2,3-triazol-4-yl]methyl}-2-oxo-1-oxa-3-azaspiro[4.5]decan-7-yl)methyl]-1H-benzimidazole-6-carbonitrile